NC1=CC=C(C=C1)C1=CC=C(C=C1)C(=O)O 4'-amino-4-biphenylcarboxylic acid